COC1=C(OC2=CC(=C(C(=C2C1=O)OC)OC)OC)C1=CC(=C(C(=C1)OC)OC)OC 3,5,6,7,3',4',5'-heptamethoxyflavone